2,3-dihydro-benzofuran-5-carboxylic acid (2-piperidin-1-yl-benzooxazol-5-yl)-amide N1(CCCCC1)C=1OC2=C(N1)C=C(C=C2)NC(=O)C=2C=CC1=C(CCO1)C2